2,3-dimethyl-pyridine CC1=NC=CC=C1C